3-Ethoxy-2-[3-(fluoromethyl)cyclohex-2-en-1-yl]-5-(2-methyloctan-2-yl)phenol C(C)OC=1C(=C(C=C(C1)C(C)(CCCCCC)C)O)C1C=C(CCC1)CF